1-((R)-2-((6-oxo-5-(trifluoromethyl)-1,6-dihydropyridazin-4-yl)amino)propyl)pyrrolidine O=C1C(=C(C=NN1)N[C@@H](CN1CCCC1)C)C(F)(F)F